(5-(5-(2-cyanoethoxy)benzo[d]oxazol-2-yl)-8-(methylamino)-2,7-naphthyridin-3-yl)cyclopropanecarboxamide C(#N)CCOC=1C=CC2=C(N=C(O2)C2=C3C=C(N=CC3=C(N=C2)NC)C2(CC2)C(=O)N)C1